[Si](C)(C)(C(C)(C)C)OC[C@H]1N(C=C(C1)C1=CC=C(C=C1)OC)C(=O)C1=C(C=C(C(=C1)OC)O[Si](C(C)C)(C(C)C)C(C)C)NC(OCC=C)=O Prop-2-en-1-yl (2-{[(2s)-2-({[tert-butyl(dimethyl)silyl]oxy}methyl)-4-(4-methoxyphenyl)-2,3-dihydro-1H-pyrrol-1-yl]carbonyl}-4-methoxy-5-{[tri(propan-2-yl)silyl]oxy}phenyl)carbamate